CC=1C(=C(C(=O)O)C=CC1C(=O)O)C.C(C1=CC=C(C(=O)OC)C=C1)(=O)OC dimethyl terephthalate (dimethyl terephthalate)